C(C1=CC=CC=C1)OC1=C2N3C4(CCC3=C(C1=O)C(=O)OC)CCCCN(C2=O)C4 methyl 11-(benzyloxy)-1,10-dioxo-1,3,4,5,6,7,8,10-octahydro-2,6a-methano[1,4]diazonino[9,1,2-cd]indolizine-9-carboxylate